C1(CCCCC1)N1C(C(CCC1)NC(=O)[C@H]1N(C[C@@H](C1)O)C([C@H](C(C)(C)C)N1N=NC(=C1)C1CC1)=O)=O (2S,4R)-N-(1-cyclohexyl-2-oxo-3-piperidyl)-1-[(2S)-2-(4-cyclopropyltriazol-1-yl)-3,3-dimethyl-butanoyl]-4-hydroxy-pyrrolidine-2-carboxamide